2-(5-bromo-1H-pyrrolo[2,3-b]pyridin-3-yl)-N-(3-methoxybenzyl)ethan-1-amine fumarate salt C(\C=C\C(=O)O)(=O)O.BrC=1C=C2C(=NC1)NC=C2CCNCC2=CC(=CC=C2)OC